cis-tert-butyl 1-(2-fluoro-6-methyl-benzoyl)-2-[4-(tetrahydropyran-4-ylamino) phenyl]-2,3,4,4a,5,6,7,7a-octahydrocyclopenta-[b]pyridine-3-carboxylate FC1=C(C(=O)N2C3C(CC(C2C2=CC=C(C=C2)NC2CCOCC2)C(=O)OC(C)(C)C)CCC3)C(=CC=C1)C